C[C@@H](C(=O)O)CC=C (2R)-2-methylpent-4-enoic acid